N-(3-cyano-1H-indol-7-yl)-2-(2-hydroxy-2-methylpropyloxy)-1-methyl-1H-imidazole-5-sulfonamide C(#N)C1=CNC2=C(C=CC=C12)NS(=O)(=O)C1=CN=C(N1C)OCC(C)(C)O